tert-butyl (2-((4-cyclopropoxyphenyl)(methyl)amino)-2-oxoethyl)carbamate C1(CC1)OC1=CC=C(C=C1)N(C(CNC(OC(C)(C)C)=O)=O)C